2-norbornanone C12C(CC(CC1)C2)=O